Ethylacrylat C(C)OC(C=C)=O